ClC(C(=O)OC(C(F)(F)F)(C(F)(F)F)C1=CC=CC=C1)=C 1,1,1,3,3,3-hexafluoro-2-phenylpropan-2-yl α-chloroacrylate